FC=1C(=CC(=NC1)[C@H](C)N1C(C2=CC(=CC(=C2CC1)CN1CC(C1)OC)CN1C(=NC=C1)NC)=O)OC (S)-2-(1-(5-fluoro-4-methoxypyridin-2-yl)ethyl)-5-((3-methoxyazetidin-1-yl)methyl)-7-((2-(methylamino)-1H-imidazol-1-yl)methyl)-3,4-dihydroisoquinolin-1(2H)-one